3-((4-(((3-(N-methylmethylsulfonamido)pyrazin-2-yl)methyl)-amino)-5-(trifluoromethyl)pyrimidin-2-yl)amino)-N-(piperidin-4-yl)benzamide CN(S(=O)(=O)C)C=1C(=NC=CN1)CNC1=NC(=NC=C1C(F)(F)F)NC=1C=C(C(=O)NC2CCNCC2)C=CC1